3-ethoxy-4-((4-methyldodec-3-en-1-yl)oxy)benzaldehyde C(C)OC=1C=C(C=O)C=CC1OCCC=C(CCCCCCCC)C